sodium guanidinosuccinate N(C(=N)N)C(C(=O)[O-])CC(=O)[O-].[Na+].[Na+]